ClC=1C(=CC=2N(N1)C=C(N2)[C@H](COC(C(F)(F)F)(C)C)NC(OC(C)(C)C)=O)[C@@H](C)N2C(NCC(C2)(F)F)=O tert-Butyl ((R)-1-(6-chloro-7-((R)-1-(5,5-difluoro-2-oxotetrahydropyrimidin-1(2H)-yl)ethyl)imidazo[1,2-b]pyridazin-2-yl)-2-((1,1,1-trifluoro-2-methylpropan-2-yl)oxy)ethyl)carbamate